trichloroAcetone ClC(C(C)=O)(Cl)Cl